sodium monododecyl phosphate P(=O)(OCCCCCCCCCCCC)([O-])[O-].[Na+].[Na+]